(S)-6'-((1-(But-2-ynoyl)-3-(3-chloro-2-methylphenyl)pyrrolidin-3-yl)amino)-1'-(methyl-d3)spiro[cyclopropane-1,3'-indolin]-2'-one C(C#CC)(=O)N1C[C@](CC1)(C1=C(C(=CC=C1)Cl)C)NC1=CC=C2C3(C(N(C2=C1)C([2H])([2H])[2H])=O)CC3